FC=1C=2N(C=C(C1)C[C@@H]1CC[C@H](CC1)C(=O)N1OCC[C@H]1C=1C=NC=C(C1)C)N=CN2 trans-[4-[(8-fluoro-[1,2,4]triazolo[1,5-a]pyridin-6-yl)methyl]cyclohexyl]-[(3S)-3-(5-methylpyridin-3-yl)-1,2-oxazolidin-2-yl]methanone